N-(((4-nitrobenzyl)oxy)carbonyl)-L-threonine [N+](=O)([O-])C1=CC=C(COC(=O)N[C@@H]([C@H](O)C)C(=O)O)C=C1